C(C)(=O)N1CCC(CC1)(OCC)C=1C(N(C2=C(C(=NC(=C2C1)Cl)C)O)C)=O 3-(1-Acetyl-4-ethoxypiperidin-4-yl)-5-chloro-8-hydroxy-1,7-dimethyl-1,6-naphthyridin-2(1H)-one